CC1=NN2C(N(C([C@H](CC2)NC(=O)C2=NN(C=N2)CC2CC(C2)CC)=O)C)=C1 N-((S)-2,4-Dimethyl-5-oxo-5,6,7,8-tetrahydro-4H-pyrazolo[1,5-a][1,3]diazepin-6-yl)-1-(((1R,3R)-3-ethylcyclobutyl)methyl)-1H-1,2,4-triazol-3-carboxamid